C(C)(C)N1C[C@@]2(C(C1=O)(C)C)C(C=CC1=CC=CC=C12)=O (R)-1'-isopropyl-4',4'-dimethyl-2H-spiro[naphthalene-1,3'-pyrrolidine]-2,5'-dione